C(C1=CC=CC=C1)NC1=NC(=NN2C1=CC=C2C2CN(CC2)C2CC2)N2C(=CC=1C(=CC=CC21)C(=O)N)C 1-(4-(benzylamino)-7-(1-cyclopropylpyrrolidin-3-yl)pyrrolo[2,1-f][1,2,4]triazin-2-yl)-2-methyl-1H-indole-4-carboxamide